2-acetamido-2-(2-(aminomethyl)benzyl)malonic acid diethyl ester C(C)OC(C(C(=O)OCC)(CC1=C(C=CC=C1)CN)NC(C)=O)=O